(6-(2-(4-Bromophenyl)-1-hydroxy-2-methylpropyl)pyridin-3-yl)carbamic acid tert-butyl ester C(C)(C)(C)OC(NC=1C=NC(=CC1)C(C(C)(C)C1=CC=C(C=C1)Br)O)=O